Ethyl (2S,3S)-3-(2-chlorophenyl)-3-hydroxy-2-(phenylsulphanylmethyl)-propanoate ClC1=C(C=CC=C1)[C@H]([C@@H](C(=O)OCC)CSC1=CC=CC=C1)O